C(C)(=O)OCCCCCCC=CC=CC1=CC=CC=C1 10-phenyl-7,9-decadienyl acetate